2,2-diethyl-6-(3-(2-methoxypyridin-3-yl)-1,2,4-oxadiazol-5-yl)chroman-4-one C(C)C1(OC2=CC=C(C=C2C(C1)=O)C1=NC(=NO1)C=1C(=NC=CC1)OC)CC